C(CCCCCCC)(=O)OCCCCCCCCCCCCCCCCCCCCCCCCCCCCCCCCCC Cetylstearyl octanoate